(1S)-1'-[6-methyl-7-(3-methylisoxazol-4-yl)pyrazolo[1,5-a]pyrazin-4-yl]spiro[indane-2,4'-piperidine]-1-amine CC=1N=C(C=2N(C1C=1C(=NOC1)C)N=CC2)N2CCC1(CC2)[C@@H](C2=CC=CC=C2C1)N